OC=1C=C2CC[C@@H]([C@@H](C2=CC1)C1=CC=C(C=C1)N1CCC(CC1)CC=O)C1=CC=CC=C1 2-[1-[4-[(R,2S)-6-hydroxy-2-phenyl-tetralin-1-yl]phenyl]-4-piperidyl]acetaldehyde